(1R,3S,Z)-5-(2-{(1R,3aS,7aR,E)-1-[(R)-5-(tert-Butyldimethylsilyl)pentan-2-yl]-7a-methyloctahydro-4H-inden-4-ylidene}ethylidene)-4-methylenecyclohexane-1,3-diol [Si](C)(C)(C(C)(C)C)CCC[C@@H](C)[C@H]1CC[C@H]2\C(\CCC[C@]12C)=C\C=C\1/C([C@H](C[C@@H](C1)O)O)=C